N-(4-((1S,5R)-8-(2-cyanoacetyl)-8-azabicyclo[3.2.1]oct-2-en-3-yl)-1H-pyrrolo[2,3-b]pyridin-6-yl)cyclopropylcarboxamide C(#N)CC(=O)N1[C@@H]2C=C(C[C@H]1CC2)C2=C1C(=NC(=C2)NC(=O)C2CC2)NC=C1